5-(5-(4-(2-(3,3-Dimethylpiperazin-1-yl)ethoxy)-3-ethylphenyl)-8-oxo-6-thioxo-5,7-diazaspiro[3.4]oct-7-yl)-3-(trifluoromethyl)pyridinecarbonitrile CC1(CN(CCN1)CCOC1=C(C=C(C=C1)N1C2(CCC2)C(N(C1=S)C=1C=C(C(=NC1)C#N)C(F)(F)F)=O)CC)C